N-(5-chloro-3-fluoropyridin-2-yl)-1H-benzo[g]indole-3-sulfonamide ClC=1C=C(C(=NC1)NS(=O)(=O)C1=CNC2=C3C(=CC=C12)C=CC=C3)F